F[C@H]1S(C2=C(CN(C1)C)C=CC(=C2)C(=O)[O-])(=O)=O (S)-2-fluoro-4-methyl-2,3,4,5-tetrahydrobenzo[f][1,4]thiazepine-8-carboxylate 1,1-dioxide